4-ethoxy-N-[(1s,4s)-4-{[2-(trifluoromethyl)quinolin-4-yl]amino}cyclohexyl]benzamide C(C)OC1=CC=C(C(=O)NC2CCC(CC2)NC2=CC(=NC3=CC=CC=C23)C(F)(F)F)C=C1